FC=1C(NC=C(C1C1=C(C=CC(=C1)Cl)N1N=NC(=C1)Cl)Cl)=O 3-fluoro-5-chloro-4-(5-chloro-2-(4-chloro-1H-1,2,3-triazol-1-yl)phenyl)-2-oxopyridin